O1CCN(CC1)CC(O)C1=CC=CC=C1 2-morpholino-1-phenyl-1-ethanol